FC1(CCN(CC1)C1=CC(=CC=2N1N=CC2)C2=NN=C(O2)C2=C(C=C(N)C=C2)N2CCC1(CC1)CC2)F 4-(5-(7-(4,4-Difluoropiperidin-1-yl)pyrazolo[1,5-a]pyridin-5-yl)-1,3,4-oxadiazol-2-yl)-3-(6-azaspiro[2.5]oct-6-yl)aniline